CN1C(=NCC1)C=1C=C(C=CC1)O 3-(1-methyl-4,5-dihydro-1H-imidazole-2-YL)phenol